5-chloro-N-[(2S)-1-({(1S)-1-cyano-2-[(3S)-2-oxopyrrolidin-3-yl]ethyl}amino)-4-methyl-1-oxopentan-2-yl]-1H-indole-2-carboxamide ClC=1C=C2C=C(NC2=CC1)C(=O)N[C@H](C(=O)N[C@@H](C[C@H]1C(NCC1)=O)C#N)CC(C)C